S(=O)(=O)(O)CC.C(#N)CC1(CN(C1)S(=O)(=O)N)N1CCC(CC1)N[C@H]1[C@@H](C1)C1=CC=CC=C1 3-(cyanomethyl)-3-(4-{[(1R,2S)-2-phenylcyclopropyl]amino}piperidin-1-yl)azetidine-1-sulfonamide esylate